2-mercaptomethyl-5-(3-mercaptopropyl)-1,4-dithiacyclohexane SCC1SCC(SC1)CCCS